N1C(=CC2=CC=CC=C12)CN1CN(C2=N[C@@H](N(C2=C1)C)N[C@@H]1C[C@@H](CC1)O)C |&1:15| (±)-1-((1H-indol-2-yl)methyl)-8-((cis)-3-hydroxycyclopentylamino)-3,7-dimethyl-1H-purine